FC1=C(C=CC(=C1C=C)OCOC)C=1C(CC(NN1)=O)C 6-[2-fluoro-4-(methoxymethyloxy)-3-vinylphenyl]-5-methyl-4,5-dihydro-2H-pyridazin-3-one